C(C)(=O)N(CCN(C(C)=O)C(C)=O)C(C)=O N,N,N',N'-Tetraacetylethylendiamin